N-(dimethyl(oxo)-λ6-sulfaneylidene)-7-(5-(trifluoromethyl)-1,2,4-oxadiazol-3-yl)imidazo[1,2-a]pyridine-2-carboxamide CS(=NC(=O)C=1N=C2N(C=CC(=C2)C2=NOC(=N2)C(F)(F)F)C1)(=O)C